N[13CH2][13CH2][13C]1=[13CH]N[13CH]=N1 Histamine-13C5